BrC1=C(OC[C@H]2N(CCN(C2)C(=O)OC(C)(C)C)C(=O)OCC2C3=CC=CC=C3C=3C=CC=CC23)C=C(C=C1)C(=O)OC 1-((9H-fluoren-9-yl)methyl) 4-(tert-butyl) (S)-2-((2-bromo-5-(methoxycarbonyl)phenoxy)methyl)piperazine-1,4-dicarboxylate